(7-bromo-6-chloro-2,8-difluoroquinazolin-4-yl)-1-oxa-6-azaspiro[3.5]nonane BrC1=C(C=C2C(=NC(=NC2=C1F)F)C1OC2(C1)CNCCC2)Cl